ClC1=CC=CC=2C(CN3C(C12)=NC1=C3C=CC=C1)(C(=O)[O-])CC1CCCC1 1-chloro-5-(cyclopentylmethyl)-5,6-dihydrobenzo[4,5]imidazo[2,1-a]isoquinoline-5-carboxylate